BrC1=CC=2C(C=N1)=NN(C2)C2(CCCCC2)O (5-bromopyrazolo[3,4-c]pyridin-2-yl)cyclohexanol